CN1N=C2C=CC=C(C2=C1)C1=NN(C2=C(C=CC=C12)C)C=1C=CC(=NC1)N1CC2C(C2C1)C(=O)O 3-(5-{2',7-dimethyl-1H,2'H-[3,4'-biindazol]-1-yl}pyridin-2-yl)-3-azabicyclo[3.1.0]hexane-6-carboxylic acid